CN1N=CC(=C1)C=1C=NC2=CC=C(C=C2N1)N 3-(1-methyl-1H-pyrazol-4-yl)-6-quinoxalineamine